(2R,5S)-N-[3-(5-fluoropyrimidin-2-yl)-4-methylphenyl]-1-pyridin-2-yl-5-(trifluoromethyl)pyrrolidine-2-carboxamide FC=1C=NC(=NC1)C=1C=C(C=CC1C)NC(=O)[C@@H]1N([C@@H](CC1)C(F)(F)F)C1=NC=CC=C1